FC(C1=NC=C(C=O)C=C1)(F)F 6-(trifluoromethyl)nicotinaldehyde